COC(C1CCN(CC1)C1=NC=CC(=C1)B(O)O)OC (2-(4-(dimethoxymethyl)piperidin-1-yl)pyridin-4-yl)boronic acid